P(=O)(OC1(C(C=CC=C1)C)C)([O-])[O-] xylenyl phosphate